B([O-])([O-])[O-].C(CCCCCCCCCCC)C(C(=O)O)C(=O)O.[Li+].[Li+].[Li+] lithium dodecyl-(malonic acid) borate